C1=C(C)C=CC(C(C)C)=C1O.[Zn] zinc thymol salt